FC1=C(C=C(C=C1)CN)OC1CN(CC(C1)C1=C(C=CC=C1)F)S(=O)(=O)C (4-Fluoro-3-((5-(2-fluorophenyl)-1-(methylsulfonyl)piperidin-3-yl)oxy)phenyl)methanamine